aluminum magnesium-silicon [Si].[Mg].[Al]